ClC1=CC(=C(NC2=NN3C(CN(CC3)C(C=C)=O)=C2C2=C3C(=NC=C2)NC=C3C)C=C1)F 1-[2-(4-chloro-2-fluoroanilino)-3-(3-methyl-1H-pyrrolo[2,3-b]pyridin-4-yl)-6,7-dihydropyrazolo[1,5-a]pyrazin-5(4H)-yl]prop-2-en-1-one